CC1=NOC(=C1)C1=CC=C(S1)S(=O)(=O)N1CCN(CC1)CCNC1=NC=NC2=C(C=CC=C12)C=1C=NC=CC1 N-[2-(4-{[5-(3-methyl-1,2-oxazol-5-yl)thiophen-2-yl]sulfonyl}piperazin-1-yl)ethyl]-8-(pyridin-3-yl)quinazolin-4-amine